C1(=CC=CC=C1)N1NC(C2=CC(=C3C(=C12)C=CC=C3)OC3OCCCC3)=O 1-phenyl-5-((tetrahydro-2H-pyran-2-yl)oxy)-1,2-dihydro-3H-benzo[g]indazol-3-one